(2-cyclopropyl-4-isopropyl-7-oxothieno[2,3-d]pyridazin-6(7H)-yl)-N-(oxazol-2-yl)acetamide C1(CC1)C1=CC2=C(C(N(N=C2C(C)C)CC(=O)NC=2OC=CN2)=O)S1